N1-(5-chloro-2-(4-(hydroxymethyl)piperidin-1-yl)phenyl)-N4,N4-dimethylbenzene-1,4-disulfonamide ClC=1C=CC(=C(C1)NS(=O)(=O)C1=CC=C(C=C1)S(=O)(=O)N(C)C)N1CCC(CC1)CO